1-(2-hydroxyethyl)-3-methyl-imidazole chloride [Cl-].OCCN1CN(C=C1)C